Rac-methyl (5aR,6S,7R,8R,8aR)-5a-(4-bromophenyl)-3-chloro-8-cyano-8a-hydroxy-6-phenyl-5a,7,8,8a-tetrahydro-6H-cyclopenta[4,5]furo[3,2-b]pyridine-7-carboxylate BrC1=CC=C(C=C1)[C@]12[C@](C3=NC=C(C=C3O1)Cl)([C@H]([C@@H]([C@H]2C2=CC=CC=C2)C(=O)OC)C#N)O |r|